4-((2-(3,9-diazaspiro[5.5]undecan-3-yl)ethyl)amino)-2-(2,6-dioxopiperidin-3-yl)isoindolin-1,3-dione C1CN(CCC12CCNCC2)CCNC2=C1C(N(C(C1=CC=C2)=O)C2C(NC(CC2)=O)=O)=O